C[C@@H]1CN(CCN1)C(=O)OC(C)(C)C tert-butyl (R)-3-methyl-piperazine-1-carboxylate